COC1=C(C=CC=C1OC)C(CNC(=O)[C@]1([C@@H](CC[C@H](C1)C)C(C)C)O)=O (1S,2S,5R)-N-(2-(2,3-dimethoxyphenyl)-2-oxoethyl)-1-hydroxy-2-isopropyl-5-methylcyclohexane-1-carboxamide